(6R)-1,4,5-trimethyl-6-[1-(2-vinyloxypropoxy)ethoxy]cyclohexene CC1=CCC(C([C@H]1OC(C)OCC(C)OC=C)C)C